cis-methyl 5-[(3R,5S)-4-(tert-butoxycarbonyl)-3,5-dimethylpiperazin-1-yl]-2-methoxyquinoline-8-carboxylate C(C)(C)(C)OC(=O)N1[C@@H](CN(C[C@@H]1C)C1=C2C=CC(=NC2=C(C=C1)C(=O)OC)OC)C